OC=1C=C(C(=O)N(\N=C\[C@]2([C@@H](N3C(C[C@H]3S2(=O)=O)=O)C(=O)O)C)C)C=CC1O (2S,3R,5R)-3-((E)-(2-(3,4-dihydroxybenzoyl)-2-methylhydrazono)methyl)-3-methyl-7-oxo-4-thia-1-azabicyclo[3.2.0]heptane-2-carboxylic acid 4,4-dioxide